C(C)(C)OC=1C=CC(=NC1)C=O 5-isopropoxypyridine-2-carbaldehyde